NC1=C(C(=O)NC2=NC(=NC=C2)C#CC(C)(C)O)C=C(C=N1)C1=CC(=C(C(=C1)C)N1CCN(CC1)C)C 2-amino-5-(3,5-dimethyl-4-(4-methylpiperazin-1-yl)phenyl)-N-(2-(3-hydroxy-3-methylbut-1-yn-1-yl)pyrimidin-4-yl)nicotinamide